2-(4-chlorophenyl)-6,7-dihydrooxazolo[5,4-d]pyrrolo[1,2-a]pyrimidin-9(5H)-one ClC1=CC=C(C=C1)C=1OC=2N=C3N(C(C2N1)=O)CCC3